1-(5-chloro-2-hydroxyphenyl)-3-((2-(2,6-dioxopiperidin-3-yl)-1-oxoisoindolin-5-yl)methyl)urea ClC=1C=CC(=C(C1)NC(=O)NCC=1C=C2CN(C(C2=CC1)=O)C1C(NC(CC1)=O)=O)O